CN1N=C(C(=C1C)O)C1=CC=C(C=C1)SC(C)(C)C 1,5-Dimethyl-3-(4-(tert-butylthio)phenyl)-pyrazole-4-ol